BrC(C(=O)C=1C=NC(=CC1)Cl)C 2-bromo-1-(6-chloro-3-pyridinyl)-1-propanone